6-Bromo-5-((4-bromo-1-methylindolin-5-yl)(o-tolyl)methyl)-1-methylindoline BrC1=C(C=C2CCN(C2=C1)C)C(C1=C(C=CC=C1)C)C=1C(=C2CCN(C2=CC1)C)Br